tert-butyl (R)-((4-chloro-6-(2-methylpyrrolidin-1-yl)pyridin-2-yl)methyl)(methyl)carbamate ClC1=CC(=NC(=C1)N1[C@@H](CCC1)C)CN(C(OC(C)(C)C)=O)C